1-((1-(3-aminopropyl)-3-(6-methoxypyridin-3-yl)-1H-indol-5-yl)methyl)piperidin NCCCN1C=C(C2=CC(=CC=C12)CN1CCCCC1)C=1C=NC(=CC1)OC